1-(4-(2-(4-chlorophenyl)-but-3-yn-2-yl)thiazol-2-yl)-3-(2-hydroxyethyl)urea ClC1=CC=C(C=C1)C(C)(C#C)C=1N=C(SC1)NC(=O)NCCO